N-((4,6-dimethyl-2-oxo-1,2-dihydropyridin-3-yl)methyl)benzamide ethyl-2-(2-((5-(3-(aminomethyl)phenyl)-7-(1-isopropyl-1H-pyrazol-4-yl)benzofuran-3-yl)methoxy)phenyl)acetate C(C)OC(CC1=C(C=CC=C1)OCC1=COC2=C1C=C(C=C2C=2C=NN(C2)C(C)C)C2=CC(=CC=C2)CN)=O.CC2=C(C(NC(=C2)C)=O)CNC(C2=CC=CC=C2)=O